(S)-4-(3-(3-fluoro-4-methylphenyl)-3-(1,2,4-thiadiazol-5-yl)pyrrolidine-1-carboxamido)-N,6-dimethylnicotinamide FC=1C=C(C=CC1C)[C@@]1(CN(CC1)C(=O)NC1=CC(=NC=C1C(=O)NC)C)C1=NC=NS1